The molecule is an organic anion resulting from the deprotonation of the enol moiety of equisetin. Major species at pH 7.3. It has a role as a quorum sensing inhibitor. It is a conjugate base of an equisetin. C/C=C/[C@@H]1C=C[C@@H]2C[C@@H](CC[C@H]2[C@]1(C)/C(=C/3\\C(=O)[C@@H](N(C3=O)C)CO)/[O-])C